3-(6-nitro-1,3-dioxo-1H-benzoisoquinoline-2(3H)-yl)propionic acid [N+](=O)([O-])C=1C=C2CC(N(C(C2=C2C1C=CC=C2)=O)CCC(=O)O)=O